NC(C(=O)O)CCCCNC(=O)OCC#C 2-amino-6-(prop-2-ynyloxycarbonylamino)hexanoic acid